[N+](=O)([O-])C1=C(C=CC(=C1)[N+](=O)[O-])[O-] 2,4-dinitrobenzenolate